1-(4-(5-(difluoromethyl)-1,3,4-oxadiazole-2-yl)-2-fluorobenzyl)-3-(piperidine-4-yl)-1,3-dihydro-2H-benzo[d]imidazole-2-one 2,2,2-trifluoroacetate FC(C(=O)O)(F)F.FC(C1=NN=C(O1)C1=CC(=C(CN2C(N(C3=C2C=CC=C3)C3CCNCC3)=O)C=C1)F)F